The molecule is a member of the class of benzofurans that is 2,3-dihydro-1-benzofuran substituted by a carboxy group at position 5, a prenyl group at position 7 and a 6-methylhepta-2,5-dien-2-yl group at position 2. Isolated from Myrsine seguinii, it exhibits anti-inflammatory activity. It has a role as a metabolite, an anti-inflammatory agent and an EC 4.4.1.11 (methionine gamma-lyase) inhibitor. It is a member of 1-benzofurans and a monocarboxylic acid. CC(=CC/C=C(\\C)/C1CC2=C(O1)C(=CC(=C2)C(=O)O)CC=C(C)C)C